N-(2-(1-(6-ethoxy-5-methoxypyridin-2-yl)-2-(methylsulfonyl)ethyl)-1,3-dioxoisoindolin-4-yl)-N-(methylsulfonyl)methanesulfonamide C(C)OC1=C(C=CC(=N1)C(CS(=O)(=O)C)N1C(C2=CC=CC(=C2C1=O)N(S(=O)(=O)C)S(=O)(=O)C)=O)OC